C(CCC)[Si](C)(C)OC1=CC(=CC=C1)C#C butyl(3-ethynylphenoxy)dimethylsilane